N2-acetyl-L-lysyl-L-valyl-N-{(1S)-3-[{(1R)-1-[1-benzyl-4-(2,5-difluorophenyl)-1H-pyrrol-2-yl]-2,2-dimethylpropyl}(glycoloyl)amino]-1-carboxypropyl}-L-alaninamide trifluoroacetate FC(C(=O)O)(F)F.C(C)(=O)N[C@@H](CCCCN)C(=O)N[C@@H](C(C)C)C(=O)N[C@@H](C)C(=O)N[C@@H](CCN(C(CO)=O)[C@H](C(C)(C)C)C=1N(C=C(C1)C1=C(C=CC(=C1)F)F)CC1=CC=CC=C1)C(=O)O